4-((4-(5-chloro-6-oxo-4-(((S)-1-((S)-tetrahydro-2H-pyran-3-yl)ethyl)amino)pyridazin-1(6H)-yl)piperidin-1-yl)sulfonyl)benzonitrile ClC1=C(C=NN(C1=O)C1CCN(CC1)S(=O)(=O)C1=CC=C(C#N)C=C1)N[C@@H](C)[C@H]1COCCC1